ClC1=C2C(=CC=NC2=C(C(=C1)[N+](=O)[O-])O)N1CCCCC1 1-(5-Chloro-8-hydroxy-7-nitroquinolin-4-yl)piperidin